1-Ethyl-3,4,6-trihydroxy-5H-benzocyclohepten-5-one C(C)C1=CC(=C(C2=C1C=CC=C(C2=O)O)O)O